ClC1=CC2=C(N(C(N=C2N2C[C@H](N(CC2)C(C=C)=O)C)=O)C=2C(=NC=CC2C)C(C)C)N=C1C1=C(C=CC=C1O)F (M)-6-chloro-7-(2-fluoro-6-hydroxyphenyl)-1-(4-methyl-2-(2-propanyl)-3-pyridinyl)-4-((3R)-3-methyl-4-(2-propenoyl)-1-piperazinyl)pyrido[2,3-d]pyrimidin-2(1H)-one